BrC1=C(C(=NC(=C1)C(F)(F)F)CC)NC(=O)C1CCN(CC1)C(=O)OC(C)(C)C Tert-Butyl 4-((4-Bromo-2-Ethyl-6-(Trifluoromethyl)Pyridin-3-Yl)Carbamoyl)Piperidine-1-Carboxylate